3-(5-(((1R,2R)-2-(3-(5-chloro-pyrimidin-2-yl)azetidin-1-yl)cyclohexyl)oxy)-1-oxoisoindolin-2-yl)piperidine-2,6-dione ClC=1C=NC(=NC1)C1CN(C1)[C@H]1[C@@H](CCCC1)OC=1C=C2CN(C(C2=CC1)=O)C1C(NC(CC1)=O)=O